CC1=C(C(=C(C=2NC3=CC=CC=C3C12)C1=CC=CC=C1)C1=CC=CC=2C3=CC=CC=C3CC12)C (dimethylfluorenylcarbazolyl)benzene